terpinyl acetoacetate C(CC(=O)C)(=O)O.C12(C(CCC(C1(C)C)C2)C)C21C(CCC(C2(C)C)C1)(C)C12C(CCC(C1(C)C)C2)C